COC=1C(=C(C(=CC1)C)NC(=O)C1=CN=C(S1)NC1=NN(C(=C1)C(NC)=O)C)C N-(3-Methoxy-2,6-dimethyl-phenyl)-2-[[1-methyl-5-(methylcarbamoyl)pyrazol-3-yl]amino]thiazole-5-carboxamide